COC1=C(C(=NC=C1)C(=O)N[C@H](C(=O)O[C@@H]([C@H](C)C1=C(C=CC=C1)C)C)C)OC(CC)=O [(1R,2R)-1-methyl-2-(o-tolyl)propyl] (2S)-2-[(4-methoxy-3-propanoyloxy-pyridine-2-carbonyl)amino]propanoate